BrC(CCCC=C)(C)C 6-bromo-6-methyl-1-heptene